mono-lithium titanocene [CH-]1C=CC=C1.[CH-]1C=CC=C1.[Ti+2].[Li]